gold-cadmium sulfide [S-2].[Cd+2].[Au+3]